tert-butyl N-[2-[2-[3-[3-(2,4-dioxohexahydropyrimidin-1-yl)imidazo[1,2-a]pyridine-7-yl]prop-2-ynoxy]ethoxy]ethyl]carbamate O=C1N(CCC(N1)=O)C1=CN=C2N1C=CC(=C2)C#CCOCCOCCNC(OC(C)(C)C)=O